4-(5'-chloro-2'-oxo-1',2'-dihydrospiro[cyclohexane-1,3'-pyrrolo[2,3-b]pyridin]-4-yl)-1,4-diazepan-1-carboxylic acid ethyl ester C(C)OC(=O)N1CCN(CCC1)C1CCC2(C(NC3=NC=C(C=C32)Cl)=O)CC1